CN(CCCNC=1C=NC(=NC1)C1=NC=CC=C1)C N1,N1-dimethyl-N3-(2-(pyridin-2-yl)pyrimidin-5-yl)propane-1,3-diamine